C(#N)C=1C(=NC(=C(C1)C=1C=C2C=NN(C2=CC1)C)C1=CC(=C(C=C1)C#N)F)N1CCC(CC1)NC(OC(C)(C)C)=O tert-butyl (1-(3-cyano-6-(4-cyano-3-fluorophenyl)-5-(1-methyl-1H-indazol-5-yl)pyrid-2-yl)piperid-4-yl)carbamate